4-(8-bromo-2-chloro-3-cyano-4-quinolinyl)piperazine-1-carboxylic acid tert-butyl ester C(C)(C)(C)OC(=O)N1CCN(CC1)C1=C(C(=NC2=C(C=CC=C12)Br)Cl)C#N